C(C(CCCCCCCCC(CC(=O)O)C(=O)O)C(=O)O)C(=O)O 1,2,11,12-dodec-anetetracarboxylic acid